N-(4-isocyanato-2-methoxyphenyl)acrylamide N(=C=O)C1=CC(=C(C=C1)NC(C=C)=O)OC